anthrathiophenedione C1=CC=C2C=C3C(=CC2=C1)C=CC4=C3C(=O)C(=O)S4